2-cyclohexyl-3-(3-methyl-1,2,4-oxadiazol-5-yl)-N5-(pentan-3-yl)pyridine-2,5-diamine C1(CCCCC1)C1(NC=C(C=C1C1=NC(=NO1)C)NC(CC)CC)N